Benzyl (4S)-4-[(2S)-3-(benzyloxy)-2-(6-methylheptanamido)propanamido]-2,2,5-trimethyl-3-oxoheptanoate C(C1=CC=CC=C1)OC[C@@H](C(=O)N[C@H](C(C(C(=O)OCC1=CC=CC=C1)(C)C)=O)C(CC)C)NC(CCCCC(C)C)=O